3-Methoxy-4-(2-methyl-2H-1,2,3-triazol-4-yl)pyridin-2-amine COC=1C(=NC=CC1C1=NN(N=C1)C)N